COC1(C2=CC=CC=C2C(C=2C=CC=CC12)(OC)C1=CC=C(C=C1)O)C1=CC=C(C=C1)O 4,4'-(9,10-dimethoxy-9,10-dihydroanthracene-9,10-diyl)diphenol